ethyl (R)-11-(benzyloxy)-12-(3-methoxypropoxy)-3,3-dimethyl-8-oxo-2,3,8,13b-tetrahydro-1H-pyrido[2,1-a]pyrrolo[1,2-c]phthalazine-7-carboxylate C(C1=CC=CC=C1)OC=1C(=CC=2[C@@H]3N(N4C(C2C1)=CC(C(=C4)C(=O)OCC)=O)C(CC3)(C)C)OCCCOC